COC1=C(C=C(C=C1)[C@@H](C)NC(C1=C(C=CC(=C1)N1CCN(CC1)C)C)=O)C1=CC=CC=C1 N-[(1R)-1-(4-methoxy-3-phenyl-phenyl)ethyl]-2-methyl-5-(4-methylpiperazin-1-yl)benzamide